lithium dimethylamide salt C[N-]C.[Li+]